CN(C(CC(CC=1SC=CC1)C1=CC=CC=C1)=O)C N,N-dimethyl-3-phenyl-4-(thiophen-2-yl)butyramide